FC(S(=O)(=O)NC1=CC(=C(C=C1)OC1=C(C(=CC=C1)OCCOC1CCNCC1)F)C=1C2=C(C(N(C1)C)=O)NC=C2)(F)F 1,1,1-trifluoro-N-[4-[2-fluoro-3-[2-(4-piperidyloxy)ethoxy]phenoxy]-3-(6-methyl-7-oxo-1H-pyrrolo[2,3-c]pyridin-4-yl)phenyl]methanesulfonamide